8-((3-aminopropyl)(6-((4,4-bis(((Z)-oct-5-en-1-yl)oxy)butanoyl)oxy)hexyl)amino)octanoate NCCCN(CCCCCCCC(=O)[O-])CCCCCCOC(CCC(OCCCC\C=C/CC)OCCCC\C=C/CC)=O